(cis)-8-(8'-chloro-4'H,6'H-spiro[1,3-dioxolane-2,5'-[1,2,4]triazolo[4,3-a][1]benzazepine]-1'-yl)-3-methyl-1-oxa-3-azaspiro[4.5]decan-2-one ClC=1C=CC2=C(CC3(CC=4N2C(=NN4)C4CCC2(CN(C(O2)=O)C)CC4)OCCO3)C1